P(=O)(OC1=CC=CC=C1)(OC1=CC=CC=C1)OCCCCCCCCCC diphenyl monodecyl phosphate